3-methyl-1-(tetrahydro-2H-pyran-2-yl)-1H-pyrazole-4-carbaldehyde CC1=NN(C=C1C=O)C1OCCCC1